C(C)[Al](CC)Cl.[Ti+3] titanium (III) diethylaluminum chloride